(R)-5-(8-(1,3-dimethyl-2-oxo-2,3-dihydro-1H-benzo[d]imidazol-5-yl)isoquinolin-3-yl)-N-(3-(4-(2,6-dioxopiperidin-3-yl)benzofuran-2-yl)prop-2-yn-1-yl)-3-methylpicolinamide CN1C(N(C2=C1C=CC(=C2)C=2C=CC=C1C=C(N=CC21)C=2C=C(C(=NC2)C(=O)NCC#CC=2OC1=C(C2)C(=CC=C1)[C@@H]1C(NC(CC1)=O)=O)C)C)=O